4-(benzo[b]thiophen-3-yl)-2,6-dicyclohexyl-1,4-dihydropyridine-3,5-dicarboxylic acid dimethyl ester COC(=O)C1=C(NC(=C(C1C=1C2=C(SC1)C=CC=C2)C(=O)OC)C2CCCCC2)C2CCCCC2